(S)-3-hydroxy-1-methyl-3-(3-(2-(5-tosyl-5H-pyrrolo[2,3-b]pyrazin-7-yl)thiazol-4-yl)phenyl)piperidin-2-one O[C@]1(C(N(CCC1)C)=O)C1=CC(=CC=C1)C=1N=C(SC1)C1=CN(C2=NC=CN=C21)S(=O)(=O)C2=CC=C(C)C=C2